C(C1=CC=CC=C1)N1N=CC(=C1C)C(CN1C(C(=CC(=C1)C#C)C)=O)=O 1-(2-(1-benzyl-5-methyl-1H-pyrazol-4-yl)-2-oxoethyl)-5-ethynyl-3-methylpyridin-2(1H)-one